3,6-bis(triphenylsilyl)-9H-carbazole C1(=CC=CC=C1)[Si](C=1C=CC=2NC3=CC=C(C=C3C2C1)[Si](C1=CC=CC=C1)(C1=CC=CC=C1)C1=CC=CC=C1)(C1=CC=CC=C1)C1=CC=CC=C1